N-(6-(5-chloro-6-fluoro-7-((methylsulfonyl)methyl)-1H-indazol-4-yl)imidazo[1,2-a]pyrazin-2-yl)-2-fluorocyclopropane-1-carboxamide ClC=1C(=C2C=NNC2=C(C1F)CS(=O)(=O)C)C=1N=CC=2N(C1)C=C(N2)NC(=O)C2C(C2)F